(Z)-((1-(4-(benzyloxy)phenyl)-2-(trifluoromethoxy)vinyl)oxy)triisopropylsilane C(C1=CC=CC=C1)OC1=CC=C(C=C1)/C(=C/OC(F)(F)F)/O[Si](C(C)C)(C(C)C)C(C)C